triisooctyl-trihexyl-(tetradecyl)phosphine phosphate P(=O)(O)(O)O.C(CCCCC(C)C)C(CCCCCP(CCCCCCCCCCCCCC)(CCCCCC)CCCCCC)(CCCCCC(C)C)CCCCCC(C)C